S(O)(O)=O.N1C=C(C2=CC=CC=C12)CC=O indole-3-acetaldehyde bisulfite